CC1=C(C=C(C=C1)N1CCN(CC1)CC(=O)O)C(N[C@H](C)C1=CC=CC2=CC=CC=C12)=O 2-[4-[4-Methyl-3-[[(1R)-1-(1-naphthyl)ethyl]carbamoyl]phenyl]piperazin-1-yl]acetic Acid